FC1=CC(=C(C(=C1)C1=CC(=NC=C1)OC)CC(=O)NS(N(C=1C=NN(C1)C)C1CN(CCC1)C)(=O)=O)C(C)C 2-[4-Fluoro-2-isopropyl-6-(2-methoxy-4-pyridyl)phenyl]-N-[(1-methyl-3-piperidyl)-(1-methylpyrazol-4-yl)sulfamoyl]acetamide